FC=1C=C(C=CC1)C1COC2=CC(=CC=C2C1C1=CC=C(C=C1)N1CCC(CC1)C=O)O 1-(4-(3-(3-fluorophenyl)-7-hydroxy-chroman-4-yl)phenyl)piperidine-4-formaldehyde